N-(5-((5-Cyano-4-(1-cyclopropyl-1H-indol-3-yl)pyrimidin-2-yl)amino)-2-(2-((dimethyl-amino)methyl)azetidin-1-yl)-4-methoxyphenyl)acrylamide C(#N)C=1C(=NC(=NC1)NC=1C(=CC(=C(C1)NC(C=C)=O)N1C(CC1)CN(C)C)OC)C1=CN(C2=CC=CC=C12)C1CC1